C(#N)CNC(=O)C1(CCCCC1)NC(C1=CC=C(C=C1)N1CCN(CC1)C(C)C)=O N-[1-(Cyanomethyl-carbamoyl)-cyclohexyl]-4-(4-isopropyl-piperazin-1-yl)-benzamide